monopropylene glycol diacetate C(C)(=O)OC(C)COC(C)=O